(S)-3-((1-methylpyrrolidin-2-yl)methoxy)-5-(trifluoromethyl)aniline CN1[C@@H](CCC1)COC=1C=C(N)C=C(C1)C(F)(F)F